N1N=NC(=C1C(=O)O)C(=O)O 1H-1,2,3-triazole-4,5-dicarboxylic acid